GLYCEROL CAPRYLATE C(CCCCCCC)(=O)OCC(O)CO